COC1=C(C=CC=C1)C=1C=C2C=CC(=NC2=NC1N)NCCCCC 6-(2-methoxyphenyl)-N2-pentyl-1,8-naphthyridine-2,7-diamine